FC1=CC=C(C=C1)C1=CN=C(N1)CCNCCC=1SC=2N=CN=C(C2N1)NCC1=NC=CC=C1F 2-[2-({2-[5-(4-fluorophenyl)-1H-imidazol-2-yl]ethyl}amino)ethyl]-N-[(3-fluoropyridin-2-yl)methyl]-[1,3]thiazolo[5,4-d]pyrimidin-7-amine